3-((methylsulfonyl)methyl)bicyclo[1.1.1]pentan-1-amine 1,1,1,3,3,3-hexafluoropropan-2-ol salt FC(C(C(F)(F)F)O)(F)F.CS(=O)(=O)CC12CC(C1)(C2)N